N-methyl-N-phenyl-1H-pyrrolo[2,3-c]pyridine-5-carboxamide CN(C(=O)C=1C=C2C(=CN1)NC=C2)C2=CC=CC=C2